The molecule is a 3-oxo-fatty acyl-CoA that results from the formal condensation of the thiol group of coenzyme A with the carboxy group of (5Z)-3-oxotetradecenoic acid. It is a 3-oxo-fatty acyl-CoA, a long-chain fatty acyl-CoA and a monounsaturated fatty acyl-CoA. It is a conjugate acid of a (5Z)-3-oxotetradecenoyl-CoA(4-). CCCCCCCC/C=C\\CC(=O)CC(=O)SCCNC(=O)CCNC(=O)[C@@H](C(C)(C)COP(=O)(O)OP(=O)(O)OC[C@@H]1[C@H]([C@H]([C@@H](O1)N2C=NC3=C(N=CN=C32)N)O)OP(=O)(O)O)O